ClC1=C(C=CC(=C1)OCCN1CCN(CC1)C(=O)C=1C=CC2=C(N=C(C3=CC=NC=C23)NC2=CC(=CC=C2)Cl)C1)C=1SC=C(N1)CC(=O)NCC(=O)O (2-(2-(2-CHLORO-4-(2-(4-(5-((3-CHLOROPHENYL)AMINO)BENZO[C][2,6]NAPHTHYRIDINE-8-CARBONYL)PIPERAZIN-1-YL)ETHOXY)PHENYL)THIAZOL-4-YL)ACETYL)GLYCINE